3-((3-((1s,4s)-4-(4-(4-(3-amino-6-(2-hydroxyphenyl)pyridazin-4-yl)-1H-pyrazol-1-yl)piperidin-1-yl)cyclohexyl)phenyl)(methyl)amino)piperidine-2,6-dione NC=1N=NC(=CC1C=1C=NN(C1)C1CCN(CC1)C1CCC(CC1)C=1C=C(C=CC1)N(C1C(NC(CC1)=O)=O)C)C1=C(C=CC=C1)O